2-(N-methylmethylsulfonamido)-N-(4-((4-(4-(trifluoromethyl)oxazol-2-yl)piperazin-1-yl)sulfonyl)phenyl)benzamide CN(S(=O)(=O)C)C1=C(C(=O)NC2=CC=C(C=C2)S(=O)(=O)N2CCN(CC2)C=2OC=C(N2)C(F)(F)F)C=CC=C1